(1S)-6-chloro-1-{[(3R)-oxan-3-yl]methyl}-2-[4-(trifluoromethyl)-1,3,5-triazin-2-yl]-2,3,4,9-tetrahydro-1H-pyrido[3,4-b]indole ClC=1C=C2C3=C(NC2=CC1)[C@@H](N(CC3)C3=NC=NC(=N3)C(F)(F)F)C[C@@H]3COCCC3